2-((1-(4-(tert-butyl)piperidine-1-carbonyl)cyclopentyl)amino)thiazole-5-carbonitrile C(C)(C)(C)C1CCN(CC1)C(=O)C1(CCCC1)NC=1SC(=CN1)C#N